F[C@@H]1[C@@]2(C1)CN(C(C1=CC=C(C=C12)C(F)(F)F)=O)CC(=O)NC1=NC=C2C(=N1)NN=C2 2-[(2's,4r)-2'-fluoro-1-oxo-6-(trifluoromethyl)spiro[3H-isoquinoline-4,1'-cyclopropane]-2-yl]-N-(1H-pyrazolo[3,4-d]pyrimidin-6-yl)acetamide